bis(methylamino)boron CN[B]NC